(2-((benzyloxy)methyl)-4,5-difluorophenyl)methylamine C(C1=CC=CC=C1)OCC1=C(C=C(C(=C1)F)F)CN